FC1C2C3CCC(OC[C@H]4[C@]5(CCN4CCCOC2CCC1)NCCOC5)CC3 |o1:9,10| Rel-(1's,3S,16'R,19's)-3'-fluoro-8',18'-dioxa-12'-azaspiro[morpholine-3,15'-tetracyclo[17.2.2.02,7.012,16]tricosane]